OC=1C(=[O+]C2=CC(=CC(=C2C1)O)O)C1=CC(=C(C(=C1)OC)CO)OC 3,5,7-trihydroxy-2-(4-(hydroxymethyl)-3,5-dimethoxyphenyl)chromenylium